4-chloro-5-fluoro-1'-(1H-indazole-5-carbonyl)-1-[2-(2-oxa-7-azaspiro[3.4]oct-7-yl)-2-oxoethyl]spiro[indole-3,4'-piperidin]-2-one ClC1=C2C(=CC=C1F)N(C(C21CCN(CC1)C(=O)C=1C=C2C=NNC2=CC1)=O)CC(=O)N1CCC2(COC2)C1